C(#N)C1=C(C=C(C=C1)C1=CC(=CC=2N1N=CN2)NC(CC2CCO2)=O)F N-[5-(4-cyano-3-fluorophenyl)-[1,2,4]triazolo[1,5-a]pyridin-7-yl]-2-(oxetan-4-yl)acetamide